nickel (II) p-toluenesulfonate CC1=CC=C(C=C1)S(=O)(=O)[O-].[Ni+2].CC1=CC=C(C=C1)S(=O)(=O)[O-]